2-[(1S,4S,5R)-5-{[5-cyclopropyl-3-(2,6-dichlorophenyl)-1,2-oxazol-4-yl]methoxy}-2-azabicyclo[2.2.1]heptan-2-yl]-4-[(3R)-oxopyrrolidin-3-yloxy]-1,3-benzothiazole-6-carboxylic acid C1(CC1)C1=C(C(=NO1)C1=C(C=CC=C1Cl)Cl)CO[C@H]1[C@@H]2CN([C@H](C1)C2)C=2SC1=C(N2)C(=CC(=C1)C(=O)O)O[C@H]1C(NCC1)=O